OC=1C=C2CCNCC2=CC1 1,2,3,4-tetrahydro-6-hydroxy-isoquinoline